phenyl-2,3-dihydrobenzofuran C1(=CC=CC=C1)C1OC2=C(C1)C=CC=C2